N1(CCCCC1)C1CCN(CC1)C1CCN(CC1)C1=C(C=NC2=CC=C(C=C12)S(=O)C)S(=O)(=O)C1=CC=C(C=C1)OCCCCCCCCCCCCCCCC 4-([1,4':1',4''-terpiperidin]-1''-yl)-3-((4-(hexadecyloxy)phenyl)sulfonyl)-6-(methylsulfinyl)quinoline